C1(=CC=CC=C1)C1=C2C=CC=CC2=C(C2=CC=CC=C12)C1=CC=C(C=C1)N1C2=CC=CC=C2C=2C=CC(=CC12)N1C2=CC=CC=C2C=2C=CC=CC12 9-[4-(10-phenyl-9-anthryl)phenyl]-2,9'-bi-9H-carbazole